O1C(=CC2=C1C=CC=C2)CC[C@@H]2N(CCC1=CC(=C(C=C21)OCC)OC)C=O (S)-1-(2-(benzofuran-2-yl)ethyl)-7-ethoxy-6-methoxy-3,4-dihydroisoquinoline-2(1H)-formaldehyde